(2S)-2-hydrazinyl-2-methyl-3-(4-phosphonooxyphenyl)propanoic acid N(N)[C@](C(=O)O)(CC1=CC=C(C=C1)OP(=O)(O)O)C